5-(4-cyclopropyl-1H-imidazol-1-yl)benzofuran-2-carbonyl chloride C1(CC1)C=1N=CN(C1)C=1C=CC2=C(C=C(O2)C(=O)Cl)C1